OC1=C(C(=CC=C1)OCCCCCCCC)C(\C=C\C1=CC=C(C=C1)OCOC)=O (E)-1-(2-Hydroxy-6-octoxyphenyl)-3-[4-(methoxymethoxy)phenyl]prop-2-en-1-one